2-(1H-Pyrazol-4-yl)-N-((2-(4-(trifluoromethoxy)phenyl)pyrimidin-5-yl)methyl)-6-(trifluoromethyl)pyridin-4-amine N1N=CC(=C1)C1=NC(=CC(=C1)NCC=1C=NC(=NC1)C1=CC=C(C=C1)OC(F)(F)F)C(F)(F)F